cyclopentoxygallium C1(CCCC1)O[Ga]